N[C@@H](COCC1=CC(=CC(=C1)N)C#N)C (R)-2-aminopropyl-(5-amino-3-cyanobenzyl) ether